6-methoxy-N-(4-methoxycyclohexyl)-2-(1-methyl-1H-imidazol-5-yl)pyrimidine-4-carboxamide pyridinium p-toluenesulfonate CC1=CC=C(C=C1)S(=O)(=O)[O-].[NH+]1=CC=CC=C1.COC1=CC(=NC(=N1)C1=CN=CN1C)C(=O)NC1CCC(CC1)OC